FC(C=1C=C(C=C(C1)C(F)(F)F)[B-](C1=CC(=CC(=C1)C(F)(F)F)C(F)(F)F)(C1=CC(=CC(=C1)C(F)(F)F)C(F)(F)F)C1=CC(=CC(=C1)C(F)(F)F)C(F)(F)F)(F)F.C(CCCCCCCCCCCCCCCCC)[NH+](C)CCCCCCCCCCCCCCCCCC Dioctadecyl-methyl-ammonium tetrakis{3,5-bis(trifluoromethyl)phenyl}borate